C(CCC)OC1=CC=C(C=C1)P(C1=CC=C(C=C1)OCCCC)C1=CC=C(C=C1)OCCCC tris-(4-n-butoxyphenyl)phosphine